FC1=C(C=CC(=C1)F)S(=O)(=O)NNC(=O)OC(C)(C)C Tert-butyl 2-((2,4-difluorophenyl)sulfonyl)hydrazine-1-carboxylate